C(#N)CC(=O)[C@@H]1C[C@@H](CC1)NC(OC(C)(C)C)=O tert-butyl ((1R,3S)-3-(2-cyanoacetyl)cyclopentyl)carbamate